(2R,4S)-N-((S)-1-(((R)-2-amino-6,7-dihydro-5H-cyclopenta[b]pyridin-5-yl)amino)-1-oxopropan-2-yl)-4-(4-fluorophenoxy)pyrrolidine-2-carboxamide NC1=CC=C2C(=N1)CC[C@H]2NC([C@H](C)NC(=O)[C@@H]2NC[C@H](C2)OC2=CC=C(C=C2)F)=O